C/C=C\\C=C(\\C(=O)O)/O The molecule is a monocarboxylic acid that is (2Z,4E)-hexa-2,4-dienoic acid in which the hydrogen at position 2 is replaced by a hydroxy group. It is an enol and an alpha,beta-unsaturated monocarboxylic acid. It is a conjugate acid of a (2Z,4Z)-2-hydroxyhexa-2,4-dienoate.